C(C)(C)C=1C2=C(C(N(C1)C1=CC(=CC=C1)C1(COC1)CC1=NN=CN1C)=O)N(C(=C2)CN2C[C@H](CCC2)C)S(=O)(=O)C2=CC=C(C=C2)C 4-isopropyl-2-[[(3S)-3-methyl-1-piperidinyl]methyl]-6-[3-[3-[(4-methyl-1,2,4-triazol-3-yl)methyl]oxetan-3-yl]phenyl]-1-(p-tolylsulfonyl)pyrrolo[2,3-c]pyridin-7-one